N-((6-((1H-indazol-4-yl)methyl)-4-methyl-5-oxo-5,6-dihydro-4H-thiazolo[5',4':4,5]pyrrolo[2,3-d]pyridazin-2-yl)methyl)acetamide N1N=CC2=C(C=CC=C12)CN1N=CC2=C(C1=O)N(C1=C2SC(=N1)CNC(C)=O)C